ClC1=CC=C(C(=N1)S(=O)(=O)N)O[C@H](C)C=1C=C(C=C2C(C(=C(OC12)C=1N(N=C(C1)C)C)C)=O)C 6-Chloro-3-[(1R)-1-[2-(2,5-dimethylpyrazol-3-yl)-3,6-dimethyl-4-oxo-chromen-8-yl]ethoxy]pyridine-2-sulfonamide